CC=1N=CC2=C(N1)NC(C(=C2)C2CCNCC2)=O 2-methyl-6-(4-piperidinyl)-8H-pyrido[2,3-d]Pyrimidin-7-one